(S)-quinuclidin-3-yl ((R)-5-(3-ethoxyphenyl)-6-fluoro-2,2-dimethyl-2,3-dihydro-1H-inden-1-yl)carbamate C(C)OC=1C=C(C=CC1)C=1C=C2CC([C@H](C2=CC1F)NC(O[C@@H]1CN2CCC1CC2)=O)(C)C